(R)-1-(7-chloro-4-((1-(3-(1,1-difluoro-2-hydroxy-2-methylpropyl)phenyl)ethyl)amino)pyrido[2,3-d]pyrimidin-6-yl)cyclopropane-1-carbonitrile ClC=1C(=CC2=C(N=CN=C2N[C@H](C)C2=CC(=CC=C2)C(C(C)(C)O)(F)F)N1)C1(CC1)C#N